ClC=1C(=C(C=CC1)NC1=C(NC2=C1C(NCC2)=O)C2=C(C=NC=C2)OCC2N(CC21CCC1)C(=O)OC(C)(C)C)OC tert-butyl 1-{[(4-{3-[(3-chloro-2-methoxyphenyl)amino]-4-oxo-1H,5H,6H,7H-pyrrolo[3,2-c]pyridin-2-yl}pyridin-3-yl)oxy]methyl}-2-azaspiro[3.3]heptane-2-carboxylate